C(#N)C=1C=CC(=C2N=CC=NC12)N1C[C@@H](O[C@@H](C1)C)CN1CCN(CC1)C1=NC(=CC(=N1)N1C[C@@H]([C@H](C1)OC)NC(OC(C)(C)C)=O)C tert-butyl ((3S,4S)-1-(2-(4-(((2S,6R)-4-(8-cyanoquinoxalin-5-yl)-6-methylmorpholin-2-yl)methyl)piperazin-1-yl)-6-methylpyrimidin-4-yl)-4-methoxypyrrolidin-3-yl)carbamate